C1(CC1)C(=O)NC1=NC=C(C(=O)NC)C(=C1)NC1=CC=CC=2C=3C(CN(C12)C)=CN(N3)C 6-(cyclopropanecarboxamido)-4-((2,5-dimethyl-4,5-dihydro-2H-pyrazolo[4,3-c]quinolin-6-yl)amino)-N-methylnicotinamide